4-((3,8-dimethyl-2,3-dihydro-1H-pyrido[2,3-b][1,4]oxazin-7-yl)amino)-N-(3-fluoro-4-(4-(2-hydroxyethyl)piperazin-1-yl)phenyl)-2-oxo-1,2-dihydropyridine-3-carboxamide CC1CNC2=C(O1)N=CC(=C2C)NC2=C(C(NC=C2)=O)C(=O)NC2=CC(=C(C=C2)N2CCN(CC2)CCO)F